N,N-dicarboxylmethyl-glutamic acid C(=O)(O)CN([C@@H](CCC(=O)O)C(=O)O)CC(=O)O